2-(7,7-dimethyl-4-{[(3R)-methylpiperidin-3-yl]amino}-6,7-dihydro-5H-cyclopenta[d]pyridazin-1-yl)-5-(trifluoromethyl)phenol CC1(CCC2=C1C(=NN=C2N[C@H]2CN(CCC2)C)C2=C(C=C(C=C2)C(F)(F)F)O)C